Ethyl-{[4-bromo-1-(2,3-difluorophenyl)-5-phenyl-1H-pyrazol-3-yl] sulfanyl} acetate C(C)(=O)OSC1=NN(C(=C1Br)C1=C(C=CC=C1)CC)C1=C(C(=CC=C1)F)F